C(C)(C)(C)N(CC(=O)O)C1=NC=C(N=C1C(\C=C(\CC)/O)=O)Br.C(N)(=O)S(=O)(=O)O carbamoyl-sulfonate tert-butyl-(Z)-(5-bromo-3-(3-hydroxypent-2-enoyl)pyrazin-2-yl)glycinate